C(=C)OCCCC butyl VINYL ETHER